3-((1r,4r)-4-morpholinylcyclohexyl)urea N1(CCOCC1)C1CCC(CC1)NC(N)=O